Ethyl 2-(2-fluoro-4-((5-oxo-4-(4-(trifluoromethyl)phenyl)-4,5-dihydro-1H-1,2,4-triazol-1-yl)methyl)phenoxy)-2-methylpropionate FC1=C(OC(C(=O)OCC)(C)C)C=CC(=C1)CN1N=CN(C1=O)C1=CC=C(C=C1)C(F)(F)F